C(C1=CC=CC=C1)OC1=C(C(=CC(=C1C)O)O)C(=O)N1CC2=NC=CC=C2C1 (2-benzyloxy-4,6-dihydroxy-3-methyl-phenyl)-(5,7-dihydropyrrolo[3,4-b]pyridin-6-yl)methanone